CC=1C=C(C=CC1)C1CCOCC1 4-(3-methylphenyl)-oxan